C1(CCC[C@@H](C)O1)=O |r| racemic-δ-caprolactone